methyl 13-(2-fluorophenyl)-10-oxo-7-thia-9,12-diazatricyclo[6.5.0.02,6]-trideca-1(8),2(6),12-triene-4-carboxylate FC1=C(C=CC=C1)C1=NCC(NC=2SC=3CC(CC3C12)C(=O)OC)=O